[Na].FC(C(C(C(C(C(C(C(C(C(F)(F)F)(F)F)(F)F)(F)F)(F)F)(F)F)(F)F)(F)F)(F)F)(F)F perfluorodecane sodium